C(C)C(COS(=O)(=O)O)CCCCCCCC.OC1=C(C=CC(=C1O)O)C(C)(C)C1=CC=C(C=C1)O 2-(2,3,4-trihydroxyphenyl)-2-(4'-hydroxyphenyl)propane 2-Ethyldecylsulfat